(R)-5-(2-aminoacetamido)-2-chloro-N-(1-(naphthalen-1-yl)ethyl)benzamide NCC(=O)NC=1C=CC(=C(C(=O)N[C@H](C)C2=CC=CC3=CC=CC=C23)C1)Cl